FC1=CC=C(C=C1)C1=CCC(CN(C1)S(=O)(=O)C1=CC=C(C)C=C1)O 6-(4-fluorophenyl)-1-p-toluenesulfonyl-2,3,4,7-tetrahydro-1H-azepin-3-ol